C(C(C)(C)C)([O-])[O-] neopentanediolate